C/C(/C(=O)C1=CC(=C(C(=C1)OC)OC)OC)=C\C1=CNC2=CC(=CC=C12)C (E)-2-methyl-3-(6-methyl-1H-indol-3-yl)-1-(3,4,5-trimethoxyphenyl)prop-2-en-1-one